C(CC)NC(=O)CCC(C(=O)OC(C)(C)C)N1CCN(CCN(CCN(CC1)CC=1N(C(C=CC1)=O)OCC1=CC=CC=C1)CC=1N(C(C=CC1)=O)OCC1=CC=CC=C1)CC=1N(C(C=CC1)=O)OCC1=CC=CC=C1 Tert-butyl 4-(propylcarbamoyl)-2-[4,7,10-tris({[1-(benzyloxy)-6-oxo-1,6-dihydropyridin-2-yl]methyl})-1,4,7,10-tetraazacyclododecan-1-yl]butanoate